{2-[3-endo-(3-hydroxyphenyl)-8-azabicyclo[3.2.1]oct-8-yl]ethyl}acetamide OC=1C=C(C=CC1)C1CC2CCC(C1)N2CCCC(=O)N